ClC1=CC(=C(S1)C1=CC=C(C(=N1)C)O[C@@H]1C[C@H](CCC1)C(=O)OC)CNC methyl (1S,3S)-3-((6-(5-chloro-3-((methylamino)methyl)thiophen-2-yl)-2-methylpyridin-3-yl)oxy)cyclohexane-1-carboxylate